4-(4-(6-(((1R,3S,5S)-8-azabicyclo[3.2.1]octan-3-yl)(methyl)amino)pyridazin-3-yl)-3-hydroxyphenyl)pyridin-2(1H)-one [C@H]12CC(C[C@H](CC1)N2)N(C2=CC=C(N=N2)C2=C(C=C(C=C2)C2=CC(NC=C2)=O)O)C